6-benzyloxy-8-(R)-oxiranyl-4H-benzo[1,4]oxazin-3-one C(C1=CC=CC=C1)OC=1C=C(C2=C(NC(CO2)=O)C1)C1OC1